C(=C)[Si](OC)(OC)OC 1-vinyl-trimethoxysilane